5-hydroxy-6-methoxy-7-hydroxy-4'-dimethylaminoflavone OC1=C2C(C=C(OC2=CC(=C1OC)O)C1=CC=C(C=C1)N(C)C)=O